lauryl trithiophosphite P(SCCCCCCCCCCCC)([S-])[S-]